tert-butyl N-[(1S)-1-[(6-amino-5-bromo-2-pyridyl)carbamoyl]-2,2-dicyclopropyl-ethyl]carbamate NC1=C(C=CC(=N1)NC(=O)[C@H](C(C1CC1)C1CC1)NC(OC(C)(C)C)=O)Br